CN(C1CCN(CC1)C1=C(C=NC=2NC3=C(C=C(C(=C3C21)F)F)NC)C=2C=C1C(C(=CN(C1=NC2)C)C(=O)O)=O)C 6-[4-[4-(dimethylamino)-1-piperidinyl]-5,6-difluoro-8-(methylamino)-9H-pyrido[2,3-b]indol-3-yl]-1-methyl-4-oxo-1,8-naphthyridine-3-carboxylic acid